maleic acid, glycidyl ester C(\C=C/C(=O)[O-])(=O)OCC1CO1